C(C)C=1C(=CC=C2C=C(C=C(C12)C(CC(CC(=O)OC)=O)O)OCOC)F methyl 5-(8-ethyl-7-fluoro-3-(methoxymethoxy) naphthalen-1-yl)-5-hydroxy-3-oxopentanoate